(4-iodo-2-pyridyl)-2-methyl-propionamide IC1=CC(=NC=C1)C(C(=O)N)(C)C